5-methyl-5,6-dihydro-4H-thieno[2,3-c]pyrrole-2-carboxylic acid CN1CC2=C(C1)C=C(S2)C(=O)O